((2R,3R,4R,5R)-5-(2-(2-cyclohexylacetamido)-6-(methylamino)-9H-purin-9-yl)-4-fluoro-3-hydroxy-4-methyltetrahydrofuran-2-yl)methyl 2-phenylacetate C1(=CC=CC=C1)CC(=O)OC[C@H]1O[C@H]([C@]([C@@H]1O)(C)F)N1C2=NC(=NC(=C2N=C1)NC)NC(CC1CCCCC1)=O